(E)-3-(cyclobutyl-(methyl)amino)-N-((1,2,3,5,6,7-hexahydro-s-indacen-4-yl)carbamoyl)prop-1-ene-1-sulfonamide C1(CCC1)N(C/C=C/S(=O)(=O)NC(NC1=C2CCCC2=CC=2CCCC12)=O)C